1-cyclobutyl-5-[2-(cyclopropylmethoxy)-5-methylsulfonylphenyl]-3-methylpyridin-2-one C1(CCC1)N1C(C(=CC(=C1)C1=C(C=CC(=C1)S(=O)(=O)C)OCC1CC1)C)=O